propionyl isononyl peroxide C(CCCCCC(C)C)OOC(CC)=O